2-fluoro-4-iodotrichlorotoluene FC1=C(C(Cl)(Cl)Cl)C=CC(=C1)I